CC(C)(C)C=1C(=C(C=CC1)N)N 3-(1,1-dimethyl-ethyl)-1,2-phenylenediamine